CN1C(CC(CC1(C)C)OC(CCCCCCCCC(=O)OC1CC(N(C(C1)(C)C)C)(C)C)=O)(C)C.FC=1C=C(C=CC1C1=NOC(=N1)C(F)(F)F)C(COCC=1C=NN(C1)C)=O 1-(3-fluoro-4-(5-(trifluoromethyl)-1,2,4-oxadiazol-3-yl)phenyl)-2-((1-methyl-1H-pyrazol-4-yl)methoxy)ethan-1-one bis(N-methyl-2,2,6,6-tetramethyl-4-piperidyl)sebacate